ONC(CCCCCCCNC1=C(C=C(C=C1)S(=O)(=O)NC(C1=C(C=CC=C1)OC1=CC=CC=C1)=O)[N+](=O)[O-])=O N-(4-(8-(hydroxyamino)-8-oxooctylamino)-3-nitrobenzenesulfonyl)-2-phenoxybenzamide